N-(3-(5-chloro-1H-indol-3-yl)propyl)-3-fluoro-4-(3-(piperazin-1-yl)propoxy)benzenesulfonamide ClC=1C=C2C(=CNC2=CC1)CCCNS(=O)(=O)C1=CC(=C(C=C1)OCCCN1CCNCC1)F